perfluoro-2-butyl-oxacyclopentane FC1(OC(C(C1(F)F)(F)F)(F)F)C(C(C(C(F)(F)F)(F)F)(F)F)(F)F